2-(5-(2-(4-(Trifluoromethoxy)phenyl)-pyridin-4-yl)-1,2,4-oxadiazol-3-yl)pyrrolidine-1-carbonitrile FC(OC1=CC=C(C=C1)C1=NC=CC(=C1)C1=NC(=NO1)C1N(CCC1)C#N)(F)F